(R)-(5-bromo-2-((1-(5-(methylamino)nicotinyl)piperidin-3-yl)amino)-3-nitrophenyl)(piperidin-1-yl)Methanone BrC=1C=C(C(=C(C1)C(=O)N1CCCCC1)N[C@H]1CN(CCC1)CC1=CN=CC(=C1)NC)[N+](=O)[O-]